C12C=CC(C3C(C=CC(C13)=O)=O)C2 1,4,4A,8A-tetrahydro-endo-1,4-methano-naphthalene-5,8-dione